The molecule is a cinnamaldehyde that is (E)-cinnamaldehyde substituted at positions 3 and 4 on the phenyl ring by hydroxy groups. It has a role as a metabolite. It is a member of catechols and a member of cinnamaldehydes. C1=CC(=C(C=C1/C=C/C=O)O)O